4'-chloro-2-aminobiphenyl ClC1=CC=C(C=C1)C1=C(C=CC=C1)N